(2S)-2-[4-bromo-2-(1,3-oxazol-5-yl)phenoxy]propionic acid BrC1=CC(=C(O[C@H](C(=O)O)C)C=C1)C1=CN=CO1